FC(S(=O)(=O)[O-])(F)F.[Yb+3].FC(S(=O)(=O)[O-])(F)F.FC(S(=O)(=O)[O-])(F)F ytterbium(III) trifluoromethanesulfonate